C1(=C(C=CC=C1)C1=C(C(=NC(=C1N1C2=C(C=3C=CC=CC13)C=NC=C2)N2C1=C(C=3C=CC=CC23)C=NC=C1)N1C2=C(C=3C=CC=CC13)C=NC=C2)C2=CC=C(C=C2)N2C1=CC=C(C=C1C=1C=C(C=CC21)N(C2=CC=CC=C2)C2=CC=CC=C2)N(C2=CC=CC=C2)C2=CC=CC=C2)C2=CC=CC=C2 9-(4-(4-([1,1'-biphenyl]-2-yl)-2,5,6-tris(5H-pyrido[4,3-b]indol-5-yl)pyridin-3-yl)phenyl)-N3,N3,N6,N6-tetraphenyl-9H-carbazole-3,6-diamine